1,1,1,3,3,3-hexafluoropropan-2-yl (R or S)-1-(pyridazin-4-ylcarbamoyl)-6-azaspiro[2.5]octane-6-carboxylate N1=NC=C(C=C1)NC(=O)[C@@H]1CC12CCN(CC2)C(=O)OC(C(F)(F)F)C(F)(F)F |o1:9|